CC1(N(CCC2=C1N=C(N=C2N2[C@@H](COCC2)C)C2=C1C=CNC1=CC=C2)C(CN(C)C)=O)C (R)-8,8-dimethyl-2-(1H-indol-4-yl)-7-(2-dimethylaminoacetyl)-4-(3-methylmorpholin-4-yl)-5,6,7,8-tetrahydropyrido[3,4-d]pyrimidine